Cl.NCC#CC1=CC=C(C=C1)NC(CCNC(C[C@H]1C=2N(C3=C(C(=N1)C1=CC=C(C=C1)Cl)C(=C(S3)C)C)C(=NN2)C)=O)=O (S)-N-(4-(3-aminoprop-1-yn-1-yl)phenyl)-3-(2-(4-(4-chlorophenyl)-2,3,9-trimethyl-6H-thieno[3,2-f][1,2,4]triazolo[4,3-a][1,4]diazepin-6-yl)acetamido)propanamide hydrochloride